ethoxy-6-(ethylamino)-N-(5-nitrothiazol-2-yl)benzamide C(C)OC1=C(C(=O)NC=2SC(=CN2)[N+](=O)[O-])C(=CC=C1)NCC